ClC=1C=CC(=C(C1)C1=CC(=CN=N1)NC1=CC=NC2=CC(=CC=C12)OCCN1CCN(CC1)C(CC(=O)OC)CC(=O)OC)F 1,5-dimethyl 3-(4-{2-[(4-{[6-(5-chloro-2-fluorophenyl)pyridazin-4-yl]amino}quinolin-7-yl)oxy]ethyl}piperazin-1-yl)pentanedioate